3-amino-N-[(6S)-2-[(3S,4R)-3-amino-4-ethoxypyrrolidin-1-yl]-5,6,7,8-tetrahydroquinolin-6-yl]-6-methylthieno[2,3-b]pyridine-2-carboxamide NC1=C(SC2=NC(=CC=C21)C)C(=O)N[C@@H]2CC=1C=CC(=NC1CC2)N2C[C@@H]([C@@H](C2)OCC)N